(2,4-dichlorophenyl)benzofuran-2-carboxylic acid ethyl ester C(C)OC(=O)C=1OC2=C(C1C1=C(C=C(C=C1)Cl)Cl)C=CC=C2